N[C@@H](C)C1=NC(=NN1C1=NC=CC=C1C#N)C(C)C [5-[(1S)-1-aminoethyl]-3-isopropyl-1,2,4-triazol-1-yl]pyridine-3-carbonitrile